ClC=1C=C(/C(=N/O)/N)C=CC1Cl (Z)-3,4-dichloro-N'-hydroxybenzoamidine